FP(OC)(OCCCC\C=C/C\C=C/C\C=C/C\C=C/CCCCC)=O Methyl Arachidonyl Fluorophosphonate